FC1([C@@H]([C@H]1C(NC=1C(=NC(=CC1)C1=C(C(=NO1)C)CNC1=NC=CC(=N1)C1=NC=CN=C1)C)=O)C(=O)O)F (1S,3S)-2,2-difluoro-3-((2-methyl-6-(3-methyl-4-(((4-(pyrazin-2-yl)pyrimidin-2-yl)amino)methyl)isoxazol-5-yl)pyridin-3-yl)carbamoyl)cyclopropane-1-carboxylic acid